1H-pyrido[2,3-b][1,4]oxazin-2-one N1C2=C(OCC1=O)N=CC=C2